[5-(5-fluoro-2-methoxypyridin-4-yl)-1-[[2-(trimethylsilyl)ethoxy]methyl]pyrazole-3-carbonyl]-2-methylpiperidine-4-carboxylic acid methyl ester COC(=O)C1CC(N(CC1)C(=O)C1=NN(C(=C1)C1=CC(=NC=C1F)OC)COCC[Si](C)(C)C)C